5-amino-3-[3-fluoro-4-[[(2-methoxybenzoyl)amino]methyl]phenyl]-1-tetrahydrofuran-3-yl-pyrazole-4-carboxamide NC1=C(C(=NN1C1COCC1)C1=CC(=C(C=C1)CNC(C1=C(C=CC=C1)OC)=O)F)C(=O)N